3-((4-((4-(4-((1S,2R)-6-hydroxy-2-phenyl-1,2,3,4-tetrahydronaphthalen-1-yl)phenyl)piperazin-1-yl)methyl)phenyl)amino)piperidine-2,6-dione OC=1C=C2CC[C@H]([C@H](C2=CC1)C1=CC=C(C=C1)N1CCN(CC1)CC1=CC=C(C=C1)NC1C(NC(CC1)=O)=O)C1=CC=CC=C1